FC(=C1CC2(C1)CCN(CC2)C(=O)OC(C)(C)C)F tert-butyl 2-(difluoromethylene)-7-azaspiro[3.5]nonane-7-carboxylate